4,6-dihydrofuro[3,4-d]triazole N1N=NC2=C1COC2